N1C=C(C2=CC=CC=C12)NC(=O)N1CC2=CC=C(C=C2C1)C1=CNC2=CC=CC=C12 N,5-bis(1H-indol-3-yl)isoindoline-2-carboxamide